C(C)N(C1=CC=C2C(=C(C(OC2=C1)=O)C1=CC=C(C=C1)N1C(C=CC1=O)=O)C)CC 7-diethylamino-3-(4'-maleimido-phenyl)-4-methylcoumarin